C(C)O[Si](CCCNC(C1=CC=NC=C1)=O)(OCC)OCC (N-[3-(triethoxysilyl)-propyl])Isonicotinamide